(R)-3-(2,6-difluoro-4-(3-(hydroxymethyl)azetidin-1-yl)phenyl)piperidine-2,6-dione FC1=C(C(=CC(=C1)N1CC(C1)CO)F)[C@@H]1C(NC(CC1)=O)=O